CC=1SC=2N3C(=NN=C3[C@@H](N=C(C2C1C)C1=CC=CC=C1)CC(=O)OC(C)(C)C)C tert-butyl 2-[(9S)-4,5,13-trimethyl-7-phenyl-3-thia-1,8,11,12-tetraazatricyclo[8.3.0.0[2,6]]trideca-2(6),4,7,10,12-pentaen-9-yl]acetate